(4-acrylamido-2-bromophenyl)(4-(trifluoromethyl)benzyl)carbamic acid tert-butyl ester C(C)(C)(C)OC(N(CC1=CC=C(C=C1)C(F)(F)F)C1=C(C=C(C=C1)NC(C=C)=O)Br)=O